(2-methyl-5-(2-methylpyrimidin-5-yl)thiophen-3-yl)acetamide CC=1SC(=CC1CC(=O)N)C=1C=NC(=NC1)C